N-(3-acetyl-1-(2-((2-(3-chloro-2-fluorobenzylamino)-2-oxoethyl)(cyclopropyl)amino)-2-oxoethyl)-1H-indazol-5-yl)-3,3-difluoropiperidine-1-carboxamide C(C)(=O)C1=NN(C2=CC=C(C=C12)NC(=O)N1CC(CCC1)(F)F)CC(=O)N(C1CC1)CC(=O)NCC1=C(C(=CC=C1)Cl)F